C(CCCCCC)[Sn]OCC heptyl-ethoxytin